6-bromo-1-ethyl-1H-benzo[d][1,2,3]triazole BrC=1C=CC2=C(N(N=N2)CC)C1